ClC=1C=C2C=NC(=NC2=CC1C1CCN(CC1)CC1(COC1)C)NC=1C=NN(C1Cl)C1CC1 6-chloro-N-(5-chloro-1-cyclopropyl-1H-pyrazol-4-yl)-7-{1-[(3-methyloxetan-3-yl)methyl]piperidin-4-yl}quinazolin-2-amine